6-bromo-3-(4-chlorophenyl)-2-[(5-chloropyridin-2-yl)methyl]-4-fluoro-3-methoxy-2,3-dihydro-1H-isoindol-1-one BrC1=CC(=C2C(N(C(C2=C1)=O)CC1=NC=C(C=C1)Cl)(OC)C1=CC=C(C=C1)Cl)F